(1R,2S)-N,N-dibenzyl-2,6-dimethyl-2,3-dihydro-1H-inden-1-amine C(C1=CC=CC=C1)N([C@@H]1[C@H](CC2=CC=C(C=C12)C)C)CC1=CC=CC=C1